2-allylmercaptonicotinic acid C(C=C)SC1=C(C(=O)O)C=CC=N1